S-(3-phenylpropyl) 5-methylsulfonyl-4-oxo-1-[4-(trifluoromethoxy)phenyl]cinnoline-3-carbothioate CS(=O)(=O)C1=C2C(C(=NN(C2=CC=C1)C1=CC=C(C=C1)OC(F)(F)F)C(SCCCC1=CC=CC=C1)=O)=O